2-(azetidin-1-ylmethyl)butanoic acid lithium salt [Li+].N1(CCC1)CC(C(=O)[O-])CC